BrC=1C(=CC=C2C=C(N=CC12)N)C 8-bromo-7-methylisoquinolin-3-amine